NN1N=CN=C1 1-amino-1,2,4-triazole